C(C)(C)(C)C1CCN(CC1)C(=O)C1(CCCC1)CNC1=CC=C(C#N)C=C1 4-((1-(4-(tert-butyl)piperidine-1-carbonyl)cyclopentyl)meth-ylamino)benzonitrile